(6R)-6-{[7-(methylsulfonyl)-2-(1-methyl-1H-pyrazol-4-yl)[1,2,4]triazolo[1,5-c]quinazolin-5-yl]amino}-5-oxo-1,4-diazepan-1-carboxylic acid benzyl ester C(C1=CC=CC=C1)OC(=O)N1CCNC([C@@H](C1)NC1=NC=2C(=CC=CC2C=2N1N=C(N2)C=2C=NN(C2)C)S(=O)(=O)C)=O